(1aR,5aR)-2-(2,4-Difluoro-phenyl)-1a,2,5,5a-tetrahydro-1H-2,3-diaza-cyclopropa[a]pentalene-4-carboxylic acid [1-(3-methoxy-phenyl)-cyclopropyl]-amide COC=1C=C(C=CC1)C1(CC1)NC(=O)C=1C=2C[C@@H]3[C@H](C2N(N1)C1=C(C=C(C=C1)F)F)C3